1-(tert-butyl)-3-((2S,4R)-4-((tert-butyldimethylsilyl)oxy)tetrahydrofuran-2-yl)-1H-pyrazol-5-amine C(C)(C)(C)N1N=C(C=C1N)[C@H]1OC[C@@H](C1)O[Si](C)(C)C(C)(C)C